3-(furan-2-yl)-1-(4-(oxiran-2-ylmethoxy)phenyl)prop-2-en-1-one O1C(=CC=C1)C=CC(=O)C1=CC=C(C=C1)OCC1OC1